COP(=O)(O)OP(=O)(O)OP(=O)(O)OP(=O)(O)O methyltetraphosphoric acid